N-(3-chloro-5-(methylsulfonamido)phenyl)-1-(trans-2-hydroxycyclohexyl)-1H-pyrazole-4-carboxamide ClC=1C=C(C=C(C1)NS(=O)(=O)C)NC(=O)C=1C=NN(C1)[C@H]1[C@@H](CCCC1)O